COC=1C=C(C=CC1)C1=CC(=NC=N1)C1=CC=CC=2OC3=CC=CC=C3NC12 (6-(3-methoxyphenyl)pyrimidin-4-yl)-10H-phenoxazine